((6-(2-chloropyrimidin-5-yl)-2-ethylimidazo[1,2-a]pyridin-3-yl)(methyl)amino)-4-(4-fluorophenyl)thiazole-5-carbonitrile ClC1=NC=C(C=N1)C=1C=CC=2N(C1)C(=C(N2)CC)N(C)C=2SC(=C(N2)C2=CC=C(C=C2)F)C#N